butyl-N-(2-phenylethyl)-N-[3-(1H-pyrazol-3-ylamino)propyl]carbamate C(CCC)OC(N(CCCNC1=NNC=C1)CCC1=CC=CC=C1)=O